6-chloro-1-methyl-4-(6-((1-(trifluoromethyl)cyclopropyl)ethynyl)-2,3-dihydrobenzo[e][1,4]oxazepin-1(5H)-yl)quinazolin-2(1H)-one ClC=1C=C2C(=NC(N(C2=CC1)C)=O)N1CCOCC2=C1C=CC=C2C#CC2(CC2)C(F)(F)F